N-(4-((4-([1,2,4]triazolo[1,5-a]pyridin-7-yloxy)-2-methoxy-5-methylphenyl)amino)-7-methoxyquinazolin-6-yl)-2-fluoro-3-(1-methylpyrrolidin-2-yl)acrylamide N=1C=NN2C1C=C(C=C2)OC2=CC(=C(C=C2C)NC2=NC=NC1=CC(=C(C=C21)NC(C(=CC2N(CCC2)C)F)=O)OC)OC